C(CCCC)C12CCC(CC1)(CC2)C(=O)[O-] 4-pentylbicyclo[2.2.2]octane-1-carboxylate